NC1=C(C2=C(C(N1C1=C(C(=CC=C1C)O)C)=O)C=C(S2)C#N)C(=O)N 6-amino-2-cyano-5-(3-hydroxy-2,6-dimethylphenyl)-4-oxo-4,5-dihydrothieno[3,2-c]pyridine-7-carboxamide